N-(4-(7-(2-Cyano-3-methylbut-2-enamido)-5-methyl-1H-indol-3-yl)pyridin-2-yl)cyclopropancarboxamid C(#N)C(C(=O)NC=1C=C(C=C2C(=CNC12)C1=CC(=NC=C1)NC(=O)C1CC1)C)=C(C)C